1-(6-(3-(3-Chloro-2-(3-methoxy-4-((methylamino)methyl)phenyl)pyridin-4-yl)-2-(trifluoromethyl)phenyl)-2-methoxypyridin-3-yl)-N-methylmethanamine ClC=1C(=NC=CC1C=1C(=C(C=CC1)C1=CC=C(C(=N1)OC)CNC)C(F)(F)F)C1=CC(=C(C=C1)CNC)OC